((2R,3S,4R,5R)-5-(4-benzamidopyrrolo[2,1-f][1,2,4]triazin-7-yl)-5-cyano-3,4-dihydroxytetrahydrofuran-2-yl)methyl 2-phenylacetate C1(=CC=CC=C1)CC(=O)OC[C@H]1O[C@@]([C@@H]([C@@H]1O)O)(C#N)C1=CC=C2C(=NC=NN21)NC(C2=CC=CC=C2)=O